1-((4-((3-methoxybenzyl)(3-(4-methylpiperazin-1-yl)benzyl)amino)pyridin-2-yl)methyl)piperazin-2-one COC=1C=C(CN(C2=CC(=NC=C2)CN2C(CNCC2)=O)CC2=CC(=CC=C2)N2CCN(CC2)C)C=CC1